(dimethylamino)nicotinonitrile CN(C)C1=C(C#N)C=CC=N1